C[C@H]1[C@@]2(O1)CC(=C)[C@@](C(=O)OCC3=CC[N+]4([C@H]3[C@@H](CC4)OC2=O)[O-])(C)O The molecule is a pyrrolizine alkaloid that is jacozine in which the tertiary amino function has been oxidised to the corresponding N-oxide. It has a role as a Jacobaea metabolite. It is a macrocyclic lactone, an organic heterotricyclic compound, a pyrrolizine alkaloid, a spiro-epoxide, a tertiary alcohol and a tertiary amine oxide. It derives from a jacozine.